ClC1=C(C=C2C(=NNC2=C1)NCC(=O)O)C1=CC=C(C=C1)C1=C(C=CC=C1)O (6-Chloro-5-(2'-hydroxy-[1,1'-biphenyl]-4-yl)-1H-indazol-3-yl)glycine